4-(Dimethylamino)-N-hydroxy-N-(4-((4-isopropoxyphenyl)amino)benzyl)butanamide CN(CCCC(=O)N(CC1=CC=C(C=C1)NC1=CC=C(C=C1)OC(C)C)O)C